2,2'-methylenebis(6-(2H-benzotriazole-2-yl)-4-(1,1,3,3-tetramethylbutyl)phenol) C(C1=C(C(=CC(=C1)C(CC(C)(C)C)(C)C)N1N=C2C(=N1)C=CC=C2)O)C2=C(C(=CC(=C2)C(CC(C)(C)C)(C)C)N2N=C1C(=N2)C=CC=C1)O